NC1=CC(=C(C=C1)CCSCNC(=O)[C@H](C)NC(OC(C)(C)C)=O)Cl tert-butyl N-[(1S)-1-[([[2-(4-amino-2-chlorophenyl)ethyl]sulfanyl]methyl)carbamoyl]ethyl]-carbamate